COC(CC1=C(C=C(C(=C1)C)C1=NC(=CC=C1)OCC1=C(C=C(C=C1)C#N)F)F)=O 2-[4-[6-[(4-Cyano-2-fluoro-phenyl)methoxy]-2-pyridinyl]-2-fluoro-5-methyl-phenyl]acetic acid methyl ester